5-ethyl-5-{3-fluoro-4-[4-(3,5,6-trimethylpyridin-2-yl)piperazine-1-carbonyl]phenyl}imidazolidine-2,4-dione C(C)C1(C(NC(N1)=O)=O)C1=CC(=C(C=C1)C(=O)N1CCN(CC1)C1=NC(=C(C=C1C)C)C)F